C(C=C)N1C(N(C=2N=C(NC(C12)=O)N)[C@@H]1O[C@@H]([C@H]([C@H]1O)F)CO)=O 7-allyl-2-amino-9-((2R,3S,4S,5R)-4-fluoro-3-hydroxy-5-(hydroxymethyl)tetrahydrofuran-2-yl)-7,9-dihydro-1H-purine-6,8-dione